N(=[N+]=[N-])C(C)(C)C1=CN=C(C2=CN=C(C=C12)NC1=CC=C2C(=N1)[C@H](C(OC2=O)(C)C)C)OC2CC(C2)C(=O)O 3-((4-(2-azidopropan-2-yl)-6-(((R)-7,7,8-trimethyl-5-oxo-7,8-dihydro-5H-pyrano[4,3-b]pyridin-2-yl)amino)-2,7-naphthyridin-1-yl)oxy)cyclobutane-1-carboxylic acid